FC(S(=O)(=O)[O-])(F)F.[Ir+3].CC=1C=CC(=NC1)C1=CC=CC=C1.FC(S(=O)(=O)[O-])(F)F.FC(S(=O)(=O)[O-])(F)F 5-methyl-2-phenylpyridine iridium trifluoromethanesulfonate salt